N1CC(C1)C1=C2C(=NN(C2=CC=C1)CC(=O)NCC1=C(C(=CC=C1)Cl)F)C(=O)N azetidin-3-yl-(2-((3-chloro-2-fluorobenzyl)amino)-2-oxoethyl)-1H-indazole-3-carboxamide